OCC1N(CCC1)C(=O)NC(C(NC1=CC=C(C=C1)[Si](C)(C)C)=O)C1=CC=C(C=C1)OC 2-(hydroxymethyl)-N-(1-(4-methoxyphenyl)-2-oxo-2-((4-(trimethylsilyl)phenyl)amino)ethyl)pyrrolidine-1-carboxamide